2-(1H-imidazol-4-yl)acetic acid hydrochloride Cl.N1C=NC(=C1)CC(=O)O